C[C@]12CC[C@H]3[C@@H](CC[C@H]4[C@H]([C@@H](O[C@@H]([C@@]34OO1)O2)OC(CCNC(CCCCC(=O)NCCC(=O)O[C@@H]2O[C@H]1[C@@]34[C@H]([C@@H](CC[C@H]3[C@H]2C)C)CC[C@@](OO4)(O1)C)=O)=O)C)C Bis((3R,5aS,6R,8aS,9R,10S,12R,12aR)-3,6,9-trimethyldecahydro-12H-3,12-epoxy[1,2]dioxepino[4,3-i]Isochromen-10-yl)3,3'-(adipoylbis(azanediyl))dipropionate